1-Butyl-3-(2,4-dioxo-3-((2-(trimethylsilyl)ethoxy)methyl)-1,3-diazadispiro[4.1.57.15]tridecan-10-yl)thiourea C(CCC)NC(=S)NC1CCC2(CC3(C(N(C(N3)=O)COCC[Si](C)(C)C)=O)C2)CC1